CNC1=NC(=CC(=C1)C)[Sn](CCCC)(CCCC)CCCC N,4-dimethyl-6-tributylstannyl-pyridin-2-amine